4-(((1R,3s,5S)-8-((3,5-Dimethylisoxazol-4-yl)sulfonyl)-8-azabicyclo[3.2.1]octan-3-yl)methyl)morpholine CC1=NOC(=C1S(=O)(=O)N1[C@H]2CC(C[C@@H]1CC2)CN2CCOCC2)C